COC1=CC=C(C=N1)C1=C2C=CN(C(C2=CN=C1)=O)CC=1N=C2N(C=C(C=C2)C)C1 5-(6-methoxypyridin-3-yl)-2-((6-methylimidazo[1,2-a]pyridin-2-yl)methyl)-2,7-naphthyridin-1(2H)-one